[Na+].[Na+].N(C1=CC=CC=C1)C1=NC(=NC(=N1)N1CCOCC1)NC=1C=C(C(=CC1)C=CC=1C(=CC(=CC1)NC1=NC(=NC(=N1)NC1=CC=CC=C1)N1CCOCC1)S(=O)(=O)[O-])S(=O)(=O)[O-].CSC1=NC(=CC=N1)[2H] 2-(methylthio)pyrimidine-6-d 4,4'-bis((4-anilino-6-morpholino-1,3,5-triazin-2-yl)amino)stilbene-2,2'-disulphonate disodium salt